C1(CC1)C1=CC=C2N=C(C(N(C2=C1)C1=CC=C(C=C1)OC(F)F)=O)C1=CC2=C(N=CS2)C=C1 7-cyclopropyl-1-(4-(difluoromethoxy)phenyl)-3-(benzo[d]thiazol-6-yl)-2(1H)-quinoxalinone